O1CC(CCC1)NC(N)=O 3-(tetrahydro-2H-pyran-3-yl)urea